tert-Butyl (4-(4-amino-7-(1-(1-(2-hydroxyethyl)piperidin-4-yl)-1H-pyrazol-4-yl)pyrrolo[2,1-F][1,2,4]triazin-5-yl)-2-methoxyphenyl)carbamate NC1=NC=NN2C1=C(C=C2C=2C=NN(C2)C2CCN(CC2)CCO)C2=CC(=C(C=C2)NC(OC(C)(C)C)=O)OC